FC=1C(=NC=C(C1)F)C(C=O)(C)C 2-(3,5-Difluoro-2-pyridyl)-2-methyl-propanal